5-[4-[[2-[4-(5-amino-1H-indazol-3-yl)-2-pyridyl]-2,6-diazaspiro[3.3]heptan-6-yl]methyl]-1-piperidyl]-2-(2,6-dioxo-3-piperidyl)isoindoline-1,3-dione NC=1C=C2C(=NNC2=CC1)C1=CC(=NC=C1)N1CC2(C1)CN(C2)CC2CCN(CC2)C=2C=C1C(N(C(C1=CC2)=O)C2C(NC(CC2)=O)=O)=O